ClC1=NC=C(C(=N1)Cl)C1CCC1 2,4-dichloro-5-cyclobutyl-pyrimidine